3-[4-(4-piperidinyl)phenyl]piperidine-2,6-dione trifluoroacetate FC(C(=O)O)(F)F.N1CCC(CC1)C1=CC=C(C=C1)C1C(NC(CC1)=O)=O